C(C)OC(=O)C1C(C1)C=1C(=NC=NC1Cl)N 2-(4-amino-6-chloropyrimidin-5-yl)cyclopropylcarboxylic acid ethyl ester